C1(CC1)C=1N=NN(C1)C(C(=O)N1[C@@H](C[C@H](C1)O)C(=O)NC)=C(C)C (2S,4R)-1-[2-(4-cyclopropyltriazol-1-yl)-3-methyl-but-2-enoyl]-4-hydroxy-N-methyl-pyrrolidine-2-carboxamide